(2-((2,6-dichloro-3,5-dimethoxyphenyl)amino)pyridin-3-yl)-N-(6-morpholinopyridin-3-yl)-1,3,5-triazin-2-amine ClC1=C(C(=C(C=C1OC)OC)Cl)NC1=NC=CC=C1C1=NC(=NC=N1)NC=1C=NC(=CC1)N1CCOCC1